tetramethyl-heptanedione nickel [Ni].CC(C(C(C(C)(C)C)=O)=O)CCC